5-((dimethylamino)methylene)-2-phenyldihydropyrimidine-4,6(1H,5H)-dione CN(C)C=C1C(NC(NC1=O)C1=CC=CC=C1)=O